OC[C@@H]1[C@H](C1)COC1=C(C=CC(=N1)C(=O)N)N1CC(C1)OC 6-(((1S,2S)-2-(hydroxymethyl)cyclopropyl)methoxy)-5-(3-methoxyazetidin-1-yl)pyridinecarboxamide